NC1=NC(=CC(=N1)NC1=CC=C(C=C1)C)NC 2-amino-4-(4-methylanilino)-6-methylaminopyrimidine